2-((((6-hydroxy-3'-methyl-4-pentyl-[1,1'-biphenyl]-2-yl)oxy)(methyl)phosphoryl)oxy)propan-2-yl acetate C(C)(=O)OC(C)(C)OP(=O)(C)OC1=C(C(=CC(=C1)CCCCC)O)C1=CC(=CC=C1)C